COC(C(=O)OC(CCCCC)CC)=CC1=CC=CC=C1 ethylhexyl methoxy-cinnamate